F[C@H]1CN(CC[C@H]1NC1=C2C=C(N(C2=CC=C1)CC(F)(F)F)C#CCNC1=C(C=C(C(=O)N)C=C1)OC)C 4-{[3-(4-{[(3S,4R)-3-fluoro-1-methylpiperidin-4-yl]amino}-1-(2,2,2-trifluoroethyl)-1H-indol-2-yl)prop-2-yn-1-yl]amino}-3-methoxybenzamide